1-(2-chloro-7-(1-methoxypropyl)pyrazolo[1,5-a]pyrimidin-6-yl)-3-(8-fluoro-2-methyl-[1,2,4]triazolo[1,5-a]pyridin-6-yl)urea ClC1=NN2C(N=CC(=C2C(CC)OC)NC(=O)NC=2C=C(C=3N(C2)N=C(N3)C)F)=C1